NC1=NN=C(O1)[C@@H]1NCC[C@@H](C1)C1=C(C=CC(=C1Cl)Cl)O |o1:6,10| 2-((2R,4S)-rel-2-(5-amino-1,3,4-oxadiazol-2-yl)piperidin-4-yl)-3,4-dichlorophenol